F\C=C/1\[C@](CN(CC1)C)(C)COC=1N=CC2=C(N1)C=CN=C2C#C[Si](C(C)C)(C(C)C)C(C)C 2-(((S,E)-4-(fluoromethylene)-1,3-dimethylpiperidin-3-yl)methoxy)-5-((triisopropylsilyl)ethynyl)pyrido[4,3-d]pyrimidine